C(C1=CC=CC=C1)N1C(N(C(C(=C1C1=CC=CC=C1)C)=O)CC1=CC=CC=C1)=O 1,3-dibenzyl-5-methyl-6-phenylpyrimidine-2,4(1H,3H)-dione